N-(3-(2-fluoro-6-morpholinopyridin-4-yl)-4-methylphenyl)bicyclo[4.2.0]octa-1(6),2,4-triene-3-carboxamide FC1=NC(=CC(=C1)C=1C=C(C=CC1C)NC(=O)C1=CC=2CCC2C=C1)N1CCOCC1